N-(2-nitrophenyl)pyrrole [N+](=O)([O-])C1=C(C=CC=C1)N1C=CC=C1